rel-(1R,2S)-2-{5-[({1-[(2S)-2-butanyl]-5-(3-phenylpropyl)-1H-pyrrole-2-yl}carbonyl)Amino]-2-(trifluoromethyl)phenyl}cyclopropanecarboxylic acid C[C@@H](CC)N1C(=CC=C1CCCC1=CC=CC=C1)C(=O)NC=1C=CC(=C(C1)[C@@H]1[C@@H](C1)C(=O)O)C(F)(F)F |o1:27,28|